C(C)(=O)NCCC[Si](OCC)(OCC)OCC gamma-acetamidopropyl-triethoxysilane